1-arachidoyl-2-eicosenoyl-sn-glycero-3-phosphorylcholine C(CCCCCCCCCCCCCCCCCCC)(=O)OC[C@@H](OC(C=CCCCCCCCCCCCCCCCCC)=O)COP(=O)(O)OCC[N+](C)(C)C